COC1=CC=C(C=C1)N1N=C(C=C1)CC1=CC2=C(C(=CO2)C2C(NC(CC2)=O)=O)C=C1 3-[6-[[1-(4-methoxyphenyl)pyrazol-3-yl]methyl]benzofuran-3-yl]piperidine-2,6-dione